3-(2-(methylamino)ethyl)benzenesulfonic acid CNCCC=1C=C(C=CC1)S(=O)(=O)O